(1S,2S,5R)-N-(2-(2,3-dihydroxyphenyl)-2-oxoethyl)-1-hydroxy-2-isopropyl-5-methylcyclohexane-1-carboxamide OC1=C(C=CC=C1O)C(CNC(=O)[C@]1([C@@H](CC[C@H](C1)C)C(C)C)O)=O